N-methyl-5-(4-((2-propionamidopyridin-4-yl)methyl)piperazin-1-yl)-6-(trifluoromethyl)picolinamide CNC(C1=NC(=C(C=C1)N1CCN(CC1)CC1=CC(=NC=C1)NC(CC)=O)C(F)(F)F)=O